1,2-ethanediol dimethacrylate C(C(=C)C)(=O)OCCOC(C(=C)C)=O